methyl-{[(1,2,3,5,6,7-hexahydro-s-indacen-4-yl) carbamoyl] oxy} acetate C(C)(=O)OOC(N(C1=C2CCCC2=CC=2CCCC12)C)=O